3-isopropoxyazetidine-1-carboxamide C(C)(C)OC1CN(C1)C(=O)N